F[C@H]1C[C@H]2[C@H]([C@H](OC=3C=CC(=CC23)O)C2=CC=C(C=C2)O)C1 (2S,3aR,4S,9bS)-2-Fluoro-4-(4-hydroxy-phenyl)-1,2,3,3a,4,9b-hexahydro-cyclopenta[c]chromen-8-ol